cyclooctadecnonaene C1=CC=CC=CC=CC=CC=CC=CC=CC=C1